Dimethyl-Isocyanuric acid CN1C(N(C(NC1=O)=O)C)=O